4-(4-((2-(1H-pyrazol-4-yl)ethyl)amino)-5,6-dimethylpyrimidine-2-carbonyl)-1-benzoylpiperazin-2-one N1N=CC(=C1)CCNC1=NC(=NC(=C1C)C)C(=O)N1CC(N(CC1)C(C1=CC=CC=C1)=O)=O